bismuth-lead-aluminum [Al].[Pb].[Bi]